OC1=C(C=CC=C1)C1=CC=CC=C1 2'-hydroxybiphenyl